Cl.NC1=C(C(=C(OC2=CC=NC=3NC(C=NC32)=O)C=C1)F)F 8-(4-amino-2,3-difluoro-phenoxy)-4H-pyrido[2,3-b]pyrazin-3-one hydrochloride